COC(N[C@H](C(=O)NC1=CN=CN(C1=O)CC1=NC2=C(N1CC1=CC=C(C=C1)F)C=CC(=C2)F)CC\C=C\C(=O)N(C)C)=O Methyl-(S,E)-(7-(dimethylamino)-1-((1-((5-fluoro-1-(4-fluorobenzyl)-1H-benzo[d]imidazol-2-yl)methyl)-6-oxo-1,6-dihydropyrimidin-5-yl)amino)-1,7-dioxohept-5-en-2-yl)carbamat